1-[4-(4-acetylpiperazine-1-carbonyl)phenyl]-3-[(1r,3R,5S,7r)-3,5-dimethyladamantane-1-yl]urea C(C)(=O)N1CCN(CC1)C(=O)C1=CC=C(C=C1)NC(=O)NC12C[C@]3(C[C@](CC(C1)C3)(C2)C)C